(2-chloro-5-fluoro-7-methyl-7,8-dihydrobenzofuro[5,4-d]thiazol-7-yl)methanol ClC=1SC2=C(N1)C=C(C1=C2CC(O1)(C)CO)F